C(C1=CC=CC=C1)N1CC(CC1)C(=O)NC1=CC=C(C=C1)C1=NC(=NO1)C1=CC=C(C=C1)C 1-Benzyl-N-{4-[3-(4-methylphenyl)-1,2,4-oxadiazol-5-yl]phenyl}-pyrrolidine-3-carboxamide